FC1=C(CNC2CCN(CC2)C)C=CC(=C1)F (2,4-difluorobenzyl)-(1-methylpiperidin-4-yl)amine